FC1(C2CN(CC12)C1=CC(=C(C=C1)CN1N=CC(=C1)C(=O)O)C)F 1-[(4-{6,6-Difluoro-3-azabicyclo[3.1.0]hexan-3-yl}-2-methylphenyl)methyl]-1H-pyrazole-4-carboxylic acid